N[C@@H](C(C)C)C(=O)OC[C@H]1O[C@@]([C@@H]([C@@H]1O)O)(C#N)C1=CC=C2C(=NC=NN21)NC(C2=CC=CC=C2)=O ((2R,3S,4R,5R)-5-(4-benzamidopyrrolo[2,1-f][1,2,4]triazin-7-yl)-5-cyano-3,4-dihydroxytetrahydrofuran-2-yl)methyl L-valinate